CNCCN(C([O-])=O)C=1SC2=C(N1)C=CC(=C2)OC(F)(F)F 2-(Methylamino)ethyl(6-(trifluoromethoxy)benzo[d]thiazol-2-yl)carbamate